BrC1=CC(=C(C(=O)NC=2C=CC=C3C(=NN(C23)C)N2CCC(CC2)(F)F)C=C1)N1CCC2(CC2)CC1 4-bromo-N-(3-(4,4-difluoropiperidin-1-yl)-1-methyl-1H-indazol-7-yl)-2-(6-azaspiro[2.5]octane-6-yl)benzamide